1,2,3,4-tetrakis(3-pyridinyl)cyclobutane N1=CC(=CC=C1)C1C(C(C1C=1C=NC=CC1)C=1C=NC=CC1)C=1C=NC=CC1